COC1=NC=C(C=N1)C=1N=CC(=NC1)NC([O-])=O (5-(2-methoxypyrimidin-5-yl)pyrazin-2-yl)carbamate